O1CCCC2=CC(=CN=C12)NC1=NC(=NC=C1)NC1=CC(=C(C=C1)OC1CC(C1)N1CCOCC1)OC 4-(3,4-dihydro-2H-1-oxa-8-azanaphth-6-ylamino)-2-{3-methoxy-4-[(1r,3r)-3-morpholinocyclobutoxy]phenylamino}pyrimidine